FC(CNC1=C2C(=NC(=C1)N)C=C(S2)C2=CC=NN2)(C2=NC=CC=C2)F N7-(2,2-difluoro-2-(pyridin-2-yl)ethyl)-2-(1H-pyrazol-5-yl)thieno[3,2-b]pyridine-5,7-diamine